FC=1C(=C(C=CC1F)[C@@H]1[C@H](O[C@]([C@H]1C)(C(F)(F)F)C)C(=O)NC=1C=C(C=NC1)C(=O)N)OC 5-[[(2S,3R,4S,5R)-3-(3,4-Difluoro-2-methoxy-phenyl)-4,5-dimethyl-5-(trifluoromethyl)tetrahydrofuran-2-carbonyl]amino]pyridin-3-carboxamid